6-cyano-N-(4-cyclobutoxy-3-fluorophenyl)benzofuran-3-carboxamide C(#N)C1=CC2=C(C(=CO2)C(=O)NC2=CC(=C(C=C2)OC2CCC2)F)C=C1